ClC=1C=C(C=NC1CN1C(C2=CC=CC=C2C1=O)=O)C1CN(C1)C(=O)OC(C)(C)C tert-Butyl 3-{5-chloro-6-[(1,3-dioxo-2,3-dihydro-1H-isoindol-2-yl)methyl]pyridin-3-yl}azetidine-1-carboxylate